3-(7-chloro-3,4-dihydroisoquinolin-2(1H)-yl)piperidine-2,6-dione ClC1=CC=C2CCN(CC2=C1)C1C(NC(CC1)=O)=O